4-(Pentylamino)-2-(((S)-2,3,4,5-tetrahydro-3-hydroxybenzo[b][1,4]oxazepin-7-yl)amino)pyrimidine-5-carboxamide C(CCCC)NC1=NC(=NC=C1C(=O)N)NC1=CC2=C(OC[C@H](CN2)O)C=C1